4-((2-hydroxypropoxy)-2-propoxy)-butanesulfonic acid sodium salt [Na+].OC(COCC(C)OCCCCS(=O)(=O)[O-])C